CC1=CC=CC=2C3=C(C=CC=C3NC12)C 1,5-dimethyl-carbazole